1-cyclopentyl-6-fluoro-2-methyl-7-vinylquinolin-4(1H)-one C1(CCCC1)N1C(=CC(C2=CC(=C(C=C12)C=C)F)=O)C